CN(C(O)=O)C1=NC=CC(=C1)C=1C=C2C(=NNC2=C(C1)C1=CC=C(C=C1)CCN1CCOCC1)N.C(C)(=O)N1CCN(CC1)C=1C(=NC=CC1)C(=O)NC=1SC=C(N1)C1=C(C=CC=C1)COC (4-acetylpiperazin-1-yl)-N-(4-(2-(methoxymethyl)phenyl)thiazol-2-yl)picolinamide Methyl-(4-(3-amino-7-(4-(2-morpholinoethyl)phenyl)-1H-indazol-5-yl)pyridin-2-yl)carbamate